O=C1NC(CCC1N1C(C2=CC=C(C=C2C1=O)N1CCN(CC1)CCCOC1CC(C1)OC1=CC=C(C=C1)CN1C(\C(\C2=CC=CC=C12)=C/C=C/C1=CC=C(C=C1)[N+](=O)[O-])=O)=O)=O 2-(2,6-dioxopiperidin-3-yl)-5-(4-(3-((1r,3r)-3-(4-(((Z)-3-((E)-3-(4-nitrophenyl)allylidene)-2-oxoindolin-1-yl)methyl)phenoxy)cyclobutoxy)propyl)piperazin-1-yl)isoindoline-1,3-dione